(S)-N-(5-((4-((1,4-dioxan-2-yl)methoxy)phenyl)ethynyl)-8-(methylamino)-2,7-naphthyridin-3-yl)cyclopropanecarboxamide O1[C@@H](COCC1)COC1=CC=C(C=C1)C#CC1=C2C=C(N=CC2=C(N=C1)NC)NC(=O)C1CC1